CC=1SC(=CN1)C1=NC=2C(=C3C(=NC2)N(C=C3)S(=O)(=O)C3=CC=CC=C3)N1[C@@H]1CC[C@H](CC1)C#N trans-4-(2-(2-methylthiazol-5-yl)-6-(phenylsulfonyl)imidazo[4,5-d]pyrrolo[2,3-b]pyridin-1(6H)-yl)cyclohexanecarbonitrile